COC(C1=C(C=CC(=C1)S(N)(=O)=O)OC)=O 2-methoxy-5-sulfamoyl-benzoic acid methyl ester